N-(2-(7-methoxy-1H-indol-3-yl)ethyl)-N-methylcyclopropylamine COC=1C=CC=C2C(=CNC12)CCN(C)C1CC1